2-(4-(3-((2-hydroxypyrimidin-4-yl)amino)propanamido)-1H-pyrazol-1-yl)acetic acid OC1=NC=CC(=N1)NCCC(=O)NC=1C=NN(C1)CC(=O)O